C(N)(=O)CC=1C(NC(NC1)=O)=O 5-Carbamoylmethyluracil